COC(=C(C#N)NC([O-])=O)OC 2,2-dimethoxycyanovinylcarbamate